C(C1=CC=CC=C1)N1N=C(N=C1)C(=O)NC1C(N(C=2N(CC1)C=NC2)C)=O 1-Benzyl-N-(1-methyl-2-oxo-2,3,4,5-tetrahydro-1H-imidazo[1,5-a][1,3]diazepin-3-yl)-1H-1,2,4-triazol-3-carboxamid